CCCCCCCCCCCCOC(=O)C(=C)C n-Dodecyl methacrylate